7-(3-amino-5-fluoro-6-(4-(4-isopropylpiperazin-1-yl)phenyl)pyrazin-2-yl)quinazolin-4(3H)-one NC=1C(=NC(=C(N1)F)C1=CC=C(C=C1)N1CCN(CC1)C(C)C)C1=CC=C2C(NC=NC2=C1)=O